Dimethyl (S)-4-((1-(tert-butoxycarbonyl)pyrrolidin-3-yl)oxy)phthalate C(C)(C)(C)OC(=O)N1C[C@H](CC1)OC=1C=C(C(C(=O)OC)=CC1)C(=O)OC